11-{(1R)-1-[1-benzyl-4-(2,5-difluorophenyl)-1H-pyrrol-2-yl]-2,2-dimethylpropyl}-2,2-dimethyl-6,12-dioxo-5-oxa-14-thia-7,11-diaza-2-silaheptadecane C(C1=CC=CC=C1)N1C(=CC(=C1)C1=C(C=CC(=C1)F)F)[C@@H](C(C)(C)C)N(CCCNC(OCC[Si](C)(C)C)=O)C(CSCCC)=O